C(C)(C)C1CCC(CC1)N1CCC(CC1)N1C(C(C2=CC=CC=C12)CC(=O)OC)=O methyl 2-(1-(1-((1s,4s)-4-isopropylcyclohexyl)piperidin-4-yl)-2-oxoindolin-3-yl)acetate